malic acid mono-(4-ethoxy-4-oxo-butan-2-yl)ester C(C)OC(CC(C)OC(C(O)CC(=O)O)=O)=O